[Mo].[Ir].[Ru].[Pt] platinum ruthenium iridium molybdenum